methoxytriethylene glycol acrylate COC(COCCOCCO)(O)OC(=O)C=C